3,3-dimethoxy-1-(2-(prop-1-en-2-yl)phenyl)cyclobutane-1-carbonitrile COC1(CC(C1)(C#N)C1=C(C=CC=C1)C(=C)C)OC